3-(5-(1-(isothiazol-5-ylmethyl)piperidin-4-yl)-1-oxoisoindolin-2-yl)piperidine-2,6-dione S1N=CC=C1CN1CCC(CC1)C=1C=C2CN(C(C2=CC1)=O)C1C(NC(CC1)=O)=O